FC1=CC(=C(OC=2N=NC(=CC2C(=O)NC2=CC(=CC=C2)S(=O)(=N)C)C)C=C1)C 3-(4-fluoro-2-methyl-phenoxy)-6-methyl-N-[3-(methylsulfonimidoyl)phenyl]pyridazine-4-carboxamide